4-cyclopropoxypyridin C1(CC1)OC1=CC=NC=C1